OC1=CC=C2NC=C(CCN(C(C)C)CC)C2=C1 5-hydroxy-N-ethyl-N-isopropyl-tryptamine